N1=CC=C(C=C1)/C=C/C(=O)OCC Ethyl (2E)-3-(4-pyridinyl)-2-propenoate